2-bromo-5-methyloxazole BrC=1OC(=CN1)C